COC=1C=CC(=C2C=NNC12)B1OC(C(O1)(C)C)(C)C 7-methoxy-4-(4,4,5,5-tetramethyl-1,3,2-dioxaborolan-2-yl)-1H-indazole